Cl.Cl.ClC=1C=C(C=C(C1O)Cl)C=1N=C2C(=C(C=NC2=CC1)C(CO)=O)N[C@@H]1CC[C@H](CC1)N(C)C 1-[6-(3,5-dichloro-4-hydroxyphenyl)-4-{[trans-4-(dimethylamino)cyclohexyl]amino}-1,5-naphthyridin-3-yl]-2-hydroxyethanone dihydrochloride